C(=O)(OCC1=CC=CC=C1)N([C@H](CC1=CNC=N1)C(=O)O)C(=O)OC(C)(C)C r-Cbz-Nα-Boc-histidine